C[Si](CCOCN1N=CC(=C1)N)(C)C 1-(2-trimethylsilylethoxymethyl)pyrazol-4-amine